C([O-])([O-])=O.[Mg+2] magnesium carbonate